CC1C(CC=CCC)C(=O)OC1=O oct-5-ene-2,3-dicarboxylic anhydride